(1R,2S)-2-(3-((E)-4-((4-hydroxy-4-methylpiperidin-1-yl)methyl)styryl)-1H-indazol-6-yl)-5'-methoxyspiro[cyclopropan-1,3'-indolin]-2'-one OC1(CCN(CC1)CC1=CC=C(/C=C/C2=NNC3=CC(=CC=C23)[C@@H]2C[C@@]23C(NC2=CC=C(C=C32)OC)=O)C=C1)C